diphenylpyrrolidinemethanol C1(=CC=CC=C1)C(O)(N1CCCC1)C1=CC=CC=C1